3-((13S,15S,Z)-4-fluoro-16-(hydroxymethylene)-13-methyl-17-oxo-7,8,9,11,12,13,14,15,16,17-decahydro-6H-cyclopenta[a]phenanthren-15-yl)-N-(2-hydroxy-2-methylpropyl)-N-methylpropanamide FC1=CC=CC=2C3CC[C@@]4(C(\C(\[C@H](C4C3CCC12)CCC(=O)N(C)CC(C)(C)O)=C/O)=O)C